2-(BUT-3-EN-1-YLOXY)PROPANOIC ACID C(CC=C)OC(C(=O)O)C